CN(C)CC1=CC=C(S1)[S@@](=O)(N)=NC(NC1=C2CCCC2=CC=2CCCC12)=O |o1:9| (R) or (S)-5-((dimethylamino)methyl)-N'-((1,2,3,5,6,7-hexahydro-s-indacen-4-yl)carbamoyl)thiophene-2-sulfonimidamide